FC(CN1N=CC(=C1)C1=NC(=NC(=C1)N1CC(C1)NC)N)F 4-(1-(2,2-Difluoroethyl)-1H-pyrazol-4-yl)-6-(3-(methylamino)azetidin-1-yl)pyrimidin-2-amine